3-benzyl-5-(2-hydroxyethyl)-4-methyl-iodothiazole tert-butyl-6-chloro-3-(2H-1,2,3-triazol-2-yl)picolinate C(C)(C)(C)OC(C1=NC(=CC=C1N1N=CC=N1)Cl)=O.C(C1=CC=CC=C1)N1C(SC(=C1C)CCO)I